BrCC1=C(C=NN(C1=O)CC(=O)OCC)Cl ethyl 2-(5-(bromomethyl)-4-chloro-6-oxopyridazin-1(6H)-yl)acetate